OC(CCCC1=CCC(CC1)C=O)(C)C 4-(4-Hydroxy-4-methylpentyl)-3-cyclohexene-1-carboxaldehyde